2,2,6,6-tetramethyl-1-[2-[(3,5,5-trimethyl-1-oxohexyl)oxy]ethyl]-4-piperidinyl 3,5,5-trimethylhexanoate CC(CC(=O)OC1CC(N(C(C1)(C)C)CCOC(CC(CC(C)(C)C)C)=O)(C)C)CC(C)(C)C